C1(=CC=CC=C1)NS(=O)(=O)C1=C(C=CC=C1)NC(=O)NS(=O)(=O)CC1=CC=CC=C1 N-phenyl-2-(3-toluenesulfonylureido)benzenesulfonamide